C1(CCCCC1)CCC(=O)OCC ETHYL CYCLOHEXANEPROPIONATE